S(=S)(=S)([O-])[O-].[Na+].[Na+] disodium dithiosulfate salt